4,4-diacetoxybiphenyl C(C)(=O)OC1(CC=C(C=C1)C1=CC=CC=C1)OC(C)=O